6-ethyl-2-methyl-octen C(C)C(CCCC(=C)C)CC